COC1=C(C=O)C(=CC(=C1)C=1C=CC=2C(N(C(C3=CC=CC1C23)=O)CCCCCC)=O)OC 2,6-dimethoxy-4-(2-hexyl-2,3-dihydro-1,3-dioxo-1H-benzo[de]isoquinolin-6-yl)benzaldehyde